methyl-7-morpholinopyrido[3,4-d]pyridazin CC1=C2C(=CN=N1)C=NC(=C2)N2CCOCC2